[(6R,12R)-17-amino-6-hydroxy-12-methyl-6,15-bis(trifluoromethyl)-13,19-dioxa-3,4,18-triazatricyclo[12.3.1.12,5]nonadeca-1(18),2,4,14,16-pentaen-10-yl] 2,2,2-trifluoroacetate FC(C(=O)OC1CCC[C@@](C2=NN=C(C=3C(=CC(=C(O[C@@H](C1)C)N3)C(F)(F)F)N)O2)(C(F)(F)F)O)(F)F